C12(CC3CC(CC(C1)C3)C2)CNC(C2=CC=C(C=C2)N2CCN(CC2)C(C2=CC(=CC(=C2)C(F)(F)F)C#CC2=CC(=CC=C2)O)=O)=O N-(1-Adamantylmethyl)-4-[4-[3-[2-(3-hydroxyphenyl)ethynyl]-5-(trifluoromethyl)benzoyl]piperazin-1-yl]benzamide